CC1(CC(C1)N1N=CC=2C3=C([C@@H](CC12)C)C(=NO3)[C@](C(F)(F)F)(C)O)C#N (1S,3s)-1-methyl-3-((R)-4-methyl-3-((S)-1,1,1-trifluoro-2-hydroxypropan-2-yl)-4,5-dihydro-6H-isoxazolo[5,4-e]indazol-6-yl)cyclobutane-1-carbonitrile